C1=CC=CC=2C=CC=3C4=C(SC3C12)C=C(C=C4)C4=NC(=NC(=N4)C4=CC(=CC=C4)Cl)C4=CC=C(C=C4)C4=CC(=CC=C4)C#N 4'-(4-(benzo[b]naphtho[2,1-d]thiophen-9-yl)-6-(3-chlorophenyl)-1,3,5-triazin-2-yl)-[1,1'-biphenyl]-3-carbonitrile